N-(4-fluoro-3-methoxybenzyl)-3-((6-phenyl-pyridazin-3-yl)amino)benzamide FC1=C(C=C(CNC(C2=CC(=CC=C2)NC=2N=NC(=CC2)C2=CC=CC=C2)=O)C=C1)OC